(S)-3-aminobutyric acid amide N[C@H](CC(=O)N)C